C1(=CC=CC=C1)N(C1=CC=C(C=C1)N(C1=CC=CC=C1)C1=CC=C(C=C1)C1=CC=C(C=C1)N(C1=CC=C(C=C1)N(C1=CC=CC=C1)C1=CC=CC=C1)C1=CC=CC=C1)C1=CC=CC=C1 bis[N-(4-diphenylaminophenyl)-N-phenylamino]biphenyl